3-Isobutyl-1,3-dimethylindolin-2-one C(C(C)C)C1(C(N(C2=CC=CC=C12)C)=O)C